C(CCCCCCCCCCCCCCCCCCCCC)(=O)OC1=CC=CC=2C[C@H](CCC12)NCCC (S)-6-(propylamino)-5,6,7,8-tetrahydronaphthalen-1-yl behenate